tert-butyl 4-((1-(3-(2,6-dioxopiperidin-3-yl)-1-methyl-1H-indazol-7-yl)piperidin-4-yl)oxy)piperidine-1-carboxylate O=C1NC(CCC1C1=NN(C2=C(C=CC=C12)N1CCC(CC1)OC1CCN(CC1)C(=O)OC(C)(C)C)C)=O